2-(4-bromo-2-methoxybenzoyl)benzoic acid BrC1=CC(=C(C(=O)C2=C(C(=O)O)C=CC=C2)C=C1)OC